PerfluoroTriPropylamine FC(C(C(F)(F)F)(F)F)(N(C(C(C(F)(F)F)(F)F)(F)F)C(C(C(F)(F)F)(F)F)(F)F)F